[Cl-].[Cl-].CC1=C(C(=C(C1(C=1C=CC(C1)(C[Si](C)(C)C)[Hf+2])C)C)C)C 4-(pentamethylcyclopentadienyl)(trimethylsilylmethylcyclopentadienyl)hafnium dichloride